FC(OC1=CC2=C(N=C(O2)C=2C(=C(C=CC2)C2=C(C(=CC=C2)C2=CC(=C(C(=C2)OC)CN2CCCC2)F)C)C)C=C1CN1[C@@H](CCC1)C(=O)O)F ((6-(difluoromethoxy)-2-(3''-fluoro-5''-methoxy-2,2'-dimethyl-4''-(pyrrolidin-1-ylmethyl)-[1,1':3',1''-terphenyl]-3-yl)benzo[d]oxazol-5-yl)methyl)-L-proline